1-((1S,2S)-2-(1-Cyclopropyl-1H-benzo[d]imidazol-2-yl)cyclopropane-1-carboxamido)-N-(3-(trifluoromethyl)phenyl)cyclopropane-1-carboxamide C1(CC1)N1C(=NC2=C1C=CC=C2)[C@@H]2[C@H](C2)C(=O)NC2(CC2)C(=O)NC2=CC(=CC=C2)C(F)(F)F